(2S,4R)-4-hydroxy-1-[(2S)-2-[4-[(3-hydroxyphenoxy)methyl]triazol-1-yl]-3,3-dimethyl-butanoyl]-N-methyl-pyrrolidine-2-carboxamide O[C@@H]1C[C@H](N(C1)C([C@H](C(C)(C)C)N1N=NC(=C1)COC1=CC(=CC=C1)O)=O)C(=O)NC